COC(=O)C=1C2=CC=C(C=C2C=2C=C(C(=CC2C1)OC)OC)C 2,3-dimethoxy-6-methylphenanthrene-9-carboxylic acid methyl ester